C(C)OC1=CC(=NC(=C1)S(=O)(=O)C)NC1=C(C=NC(=C1)NC(C)=O)C1=NC=C(C=C1)C(C)(C)O N-(4'-((4-ethoxy-6-(methylsulfonyl)pyridin-2-yl)amino)-5-(2-hydroxypropan-2-yl)-[2,3'-bipyridin]-6'-yl)acetamide